CN1C(=C2OCC3C(NS(C2=C1)(=O)=O)CN(C3)C(=O)C=3SC=CN3)C(=O)NC3=CC(=C(C(=C3)F)F)F 7-methyl-2-(thiazole-2-carbonyl)-N-(3,4,5-trifluorophenyl)-2,3,3a,4,10,10a-hexahydro-1H,7H-dipyrrolo[3,4-b:3',4'-f][1,4,5]oxathiazocine-8-carboxamide 5,5-dioxide